NCCOC1=CC=C(C=C1)NC(=O)N1C=CC2=C1N=CN=C2N(C)[C@H]2CN(CC[C@H]2C)C(CC#N)=O N-(4-(2-aminoethoxy)phenyl)-4-(((3R,4R)-1-(2-cyanoacetyl)-4-methylpiperidin-3-yl)(methyl)amino)-7H-pyrrolo[2,3-d]pyrimidine-7-carboxamide